FC1(CN(CCC1)NCC1=NC=C(C=C1)C(F)(F)F)F 3,3-difluoro-N-((5-(trifluoromethyl)pyridin-2-yl)methyl)piperidin-1-amine